C1(=CC=CC2=CC=CC=C12)N1N=C2C(C=NC(=C2)N2CCC3(CC2)[C@@H](C2=CC=CC=C2C3)N)=C1 (S)-1'-(2-(naphthalen-1-yl)-2H-pyrazolo[4,3-c]pyridin-6-yl)-1,3-dihydrospiro[inden-2,4'-piperidin]-1-amine